4,5-dimethyldioxolane CC1OCOC1C